4-(4-(4-(((3R,5R)-5-((1H-1,2,4-triazol-1-yl)methyl)-5-(2,4-difluorophenyl)tetrahydrofuran-3-yl)methoxy)-3-fluorophenyl)piperazin-1-yl)-N-(5-fluoropyridin-2-yl)benzamide N1(N=CN=C1)C[C@@]1(C[C@H](CO1)COC1=C(C=C(C=C1)N1CCN(CC1)C1=CC=C(C(=O)NC2=NC=C(C=C2)F)C=C1)F)C1=C(C=C(C=C1)F)F